6-Amino-4-cyclopropyl-3-(4-iodo-2-methoxyphenyl)-1,2,4-triazin-5(4H)-one NC=1C(N(C(=NN1)C1=C(C=C(C=C1)I)OC)C1CC1)=O